boron lithium potassium salt [K].[Li].[B]